1,5-dimethyl 2-formyl-3-oxoglutarate C(=O)C(C(=O)OC)C(CC(=O)OC)=O